C(C)(C)NS(=O)(=O)N1C[C@H]2NS(C=3C(OC[C@H]2C1)=C(N(C3)C)C(=O)NC3=CC(=C(C(=C3)F)F)F)(=O)=O cis-2-(N-isopropylsulfamoyl)-7-methyl-N-(3,4,5-trifluorophenyl)-2,3,3a,4,10,10a-hexahydro-1H,7H-dipyrrolo[3,4-b:3',4'-f][1,4,5]oxathiazocine-8-carboxamide 5,5-dioxide